C1NCC12OCC(C2)=O 5-oxa-2-azaspiro[3.4]octan-7-one